N-(3-(6-bromo-1H-benzo[d]imidazol-1-yl)phenyl)methanesulfonamide BrC=1C=CC2=C(N(C=N2)C=2C=C(C=CC2)NS(=O)(=O)C)C1